C1(CC1)OC=1C=C(C=CC1)C1=CC(=NN1C1=C2C=NN(C2=CC=C1)C)COC(C(=O)OC)(C)C Methyl 2-([5-(3-cycloprop-oxyphenyl)-1-(1-methyl-1H-indazol-4-yl)-1H-pyrazol-3-yl]methoxy)-2-methylpropanoate